amino-N-propyl-[1,1'-biphenyl]-4-carboxamide NC1=C(C=CC(=C1)C(=O)NCCC)C1=CC=CC=C1